3-((1r,2r)-2-((2-chlorophenyl)amino)-1-(4-methylphenyl)-5-oxocyclopent-3-en-1-yl)-2,2-difluoropropionic acid ethyl ester C(C)OC(C(C[C@]1([C@@H](C=CC1=O)NC1=C(C=CC=C1)Cl)C1=CC=C(C=C1)C)(F)F)=O